COCC1CN(C1)CC1=CC(=NC=C1)C=1C=C2CN(C(C2=CC1)=O)C1C(NC(CC1)=O)=O 3-(5-(4-((3-(methoxymethyl)azetidin-1-yl)methyl)pyridin-2-yl)-1-oxoisoindolin-2-yl)piperidine-2,6-dione